OC1=CC=C(C=C1)C (4-hydroxyphenyl)-methan